C(C)(=O)N(C1=C(C=C(C=C1)C1=CC=C(C=N1)C(=O)NCCCC1=NNC=C1)Cl)CC(F)F 6-[4-[acetyl(2,2-difluoroethyl)amino]-3-chloro-phenyl]-N-[3-(1H-pyrazol-3-yl)propyl]pyridine-3-carboxamide